3-{4-[(3-fluoro-4-methylphenyl)sulfamoyl]phenyl}-1-(pyridin-3-ylmethyl)urea FC=1C=C(C=CC1C)NS(=O)(=O)C1=CC=C(C=C1)NC(NCC=1C=NC=CC1)=O